N=1C=NN2C1C=CC(=C2)C=2C(=CN1N=C(N=C(C12)OC)NC1CC(C1)(C)NC(C)=O)F N-((1r,3r)-3-((5-([1,2,4]Triazolo[1,5-a]pyridin-6-yl)-6-fluoro-4-methoxypyrrolo[2,1-f][1,2,4]triazin-2-yl)amino)-1-methylcyclobutyl)acetamide